6-[5-(1-hydroxy-1-methyl-ethyl)-3-pyridyl]-4-(1-phenylethylamino)quinoline-3-carbonitrile OC(C)(C)C=1C=C(C=NC1)C=1C=C2C(=C(C=NC2=CC1)C#N)NC(C)C1=CC=CC=C1